C1(CC1)OC1=NC(=NC=C1C(=O)NC1=C(C=CC=C1Cl)Cl)NC=1C=NN(C1)[C@H]1[C@H](CC1)O 4-(cyclopropoxy)-N-(2,6-dichlorophenyl)-2-[[1-[(1R,2S)-2-hydroxycyclobutyl]pyrazol-4-yl]amino]pyrimidine-5-carboxamide